C([C@@H]1[C@H]([C@@H]([C@H]([C@@H](O1)OC[C@@H]2[C@H]([C@@H]([C@H]([C@H](O2)OP(=O)(O)O)N)O)O)N)O)OP(=O)(O)O)O The molecule is an amino disaccharide (1,4'-bisphosphorylated glucosamine disaccharide) corresponding to the carbohydrate portion of E. coli J-5 lipid A. It is an amino disaccharide and an oligosaccharide phosphate.